FC(C(=O)O)(F)F.CN methanamine trifluoroacetic acid salt